ClC=1C=C2C=C(N=NC2=CC1)C1=C(C=CC=C1)OCOC 6-chloro-3-(2-(methoxymethoxy)phenyl)cinnoline